2-(cyclopropylmethoxy)-3,4,5,6-tetrafluoro-N-(3-fluoro-4-methoxyphenyl)-N-(prop-2-yn-1-yl)benzenesulfonamide C1(CC1)COC1=C(C(=C(C(=C1F)F)F)F)S(=O)(=O)N(CC#C)C1=CC(=C(C=C1)OC)F